O=C1NC(CCC1N1C(N(C2=C1C=CC=C2CN2C[C@@H](OCC2)CN(C(OC(C)(C)C)=O)C)C)=O)=O tert-butyl N-[[(2R)-4-[[1-(2,6-dioxo-3-piperidyl)-3-methyl-2-oxo-benzimidazol-4-yl]methyl] morpholin-2-yl]methyl]-N-methyl-carbamate